rac-(3R*,4r,5S*)-4-(p-tolyl)hepta-1,6-diene-3,5-diol C1(=CC=C(C=C1)C([C@@H](C=C)O)[C@H](C=C)O)C |r|